N-(4-amino-1H-pyrazolo[4,3-c]pyridin-7-yl)-2-oxo-2-[rac-(2S)-2-[3-(diethylamino)phenyl]-1-piperidyl]acetamide NC1=NC=C(C2=C1C=NN2)NC(C(N2[C@@H](CCCC2)C2=CC(=CC=C2)N(CC)CC)=O)=O |r|